1-(2-phenyl-2-(2-chlorophenyl)vinyl)tetrahydro-1H-thiophen-1-ium triflate [O-]S(=O)(=O)C(F)(F)F.C1(=CC=CC=C1)C(=C[S+]1CCCC1)C1=C(C=CC=C1)Cl